(+/-)-isopropyl (1S,3S)-3-((2-methyl-6-(1-methyl-5-((((4-nitrophenoxy)carbonyl) oxy)methyl)-1H-pyrazol-4-yl)pyridin-3-yl)oxy)cyclohexane-1-carboxylate CC1=NC(=CC=C1O[C@@H]1C[C@H](CCC1)C(=O)OC(C)C)C=1C=NN(C1COC(=O)OC1=CC=C(C=C1)[N+](=O)[O-])C |r|